(1-methyl-6-((5-(3-(4-(trifluoromethyl)phenyl)-1,2,4-oxadiazol-5-yl)pyrazin-2-yl)oxy)-1H-indol-2-yl)(4-propylpiperazin-1-yl)methanone CN1C(=CC2=CC=C(C=C12)OC1=NC=C(N=C1)C1=NC(=NO1)C1=CC=C(C=C1)C(F)(F)F)C(=O)N1CCN(CC1)CCC